[3-[3-(4-chlorophenyl)-4-phenyl-4,5-dihydropyrazol-1-yl]-1-methyl-5-oxo-1,2,4-triazol-4-yl]methyl 2,2-dimethylpropanoate CC(C(=O)OCN1C(=NN(C1=O)C)N1N=C(C(C1)C1=CC=CC=C1)C1=CC=C(C=C1)Cl)(C)C